(4-(4-(benzo[d]thiazol-5-ylamino)quinolin-7-yl)phenyl)(pyrrolidin-1-yl)methanone S1C=NC2=C1C=CC(=C2)NC2=CC=NC1=CC(=CC=C21)C2=CC=C(C=C2)C(=O)N2CCCC2